ClC1=C(C=CC=2C3=C(NC12)CCN([C@H]3C)S(=O)(=N)C3=NC=C(C=N3)OC)Cl (1S)-6,7-dichloro-2-(5-methoxypyrimidine-2-sulfonimidoyl)-1-methyl-2,3,4,5-tetrahydro-1H-pyrido[4,3-b]indole